1-(4-aminophenoxy)-4-(3-aminophenoxy)benzene NC1=CC=C(OC2=CC=C(C=C2)OC2=CC(=CC=C2)N)C=C1